C(#N)C(NC(=O)[C@@H]1[C@H]2C([C@H]2CN1C([C@H](C(C)(C)C)NC(C(F)(F)F)=O)=O)(C)C)C1=CNC(C=2C=CC=NC12)=O (1R,2S,5S)-N-[cyano-(5-oxo-6H-1,6-naphthyridin-8-yl)methyl]-3-[(2S)-3,3-dimethyl-2-[(2,2,2-trifluoroacetyl)amino]butanoyl]-6,6-dimethyl-3-azabicyclo[3.1.0]hexane-2-carboxamide